N-(5-Chloro-6-(2H-1,2,3-triazol-4-yl)pyridin-3-yl)-1-(chinolin-5-yl)-5-(trifluoromethyl)-1H-pyrazol-4-carboxamid ClC=1C=C(C=NC1C1=NNN=C1)NC(=O)C=1C=NN(C1C(F)(F)F)C1=C2C=CC=NC2=CC=C1